7-[methyl-[5-(trifluoromethyl)pyrazin-2-yl]amino]-2-azaspiro[3.5]nonane-2-carboxylic Acid Tert-Butyl Ester C(C)(C)(C)OC(=O)N1CC2(C1)CCC(CC2)N(C2=NC=C(N=C2)C(F)(F)F)C